C(CC)NC(ONC1=C(C=CC=C1)N)=O ((2-aminophenyl) amino) propylcarbamate